3-(5-Fluoro-2-methoxy-3-nitrophenyl)-1H-1,2,4-triazole FC=1C=C(C(=C(C1)C1=NNC=N1)OC)[N+](=O)[O-]